4-(4-cyclopropyl-2-(3,5-difluorobenzoyl)-3-oxobutyl)-2-fluorobenzenesulfonamide C1(CC1)CC(C(CC1=CC(=C(C=C1)S(=O)(=O)N)F)C(C1=CC(=CC(=C1)F)F)=O)=O